7-butylphenoxazine C(CCC)C=1C=C2OC=3C=CC=CC3NC2=CC1